methyl (2R,8aS)-2-(2,3-dichloro-6-methoxyphenyl)-7-hydroxy-5-oxo-hexahydroindolizine-7-carboxylate ClC1=C(C(=CC=C1Cl)OC)[C@H]1C[C@H]2CC(CC(N2C1)=O)(C(=O)OC)O